COC=1C=C2C(=CC=NC2=CC1OCCN1CCCC1)NCCCN(C)C N1-(6-methoxy-7-(2-(pyrrolidin-1-yl)ethoxy)quinolin-4-yl)-N3,N3-dimethylpropane-1,3-diamine